[Sn+4].C(C)[O-].C(C)[O-].C(C)[O-].C(C)[O-] tetraethanolate tin